[Mn].[Mn].[Ga] gallium di-manganese